FC1(CC(C1)C(CC(=O)N[C@@H](COC(F)F)C1=CC(=CC=C1)OC(F)(F)F)O)F 3-(3,3-Difluorocyclobutyl)-N-((R)-2-(Difluoromethoxy)-1-(3-(trifluoromethoxy)phenyl)ethyl)-3-hydroxypropionamide